Tert-butyl N-[2-[2-[3-[[(2S)-2-hydroxypropyl]amino]-3-oxo-propoxy]ethoxy]ethyl]carbamate O[C@H](CNC(CCOCCOCCNC(OC(C)(C)C)=O)=O)C